Cl.N[C@H](C(=O)NC1=NC=CC(=C1)C([2H])N1C(N[C@@H](C1)C(F)(F)F)=O)C1CCC(CC1)C (2S)-2-Amino-2-((1r,4S)-4-methylcyclohexyl)-N-(4-(((S)-2-oxo-4-(trifluoromethyl)imidazolidin-1-yl)methyl-d)pyridin-2-yl)acetamide hydrochloride